FC=1C=C(C=C(C1)C(F)(F)F)CN (3-fluoro-5-(trifluoromethyl)phenyl)methylamine